C(CCC)S(=O)(=O)OC1=C(C=CC=C1)NC(=O)NC1=CC(=CC=C1)OS(=O)(=O)CCCC N-[2-(butanesulfonyloxy)phenyl]-N'-[3-(butanesulfonyloxy)phenyl]urea